C(C)OC1=CC(=C(OC=2C(=NC(=NC2)N)N)C=C1I)C(C)C 5-(4-Ethoxy-5-iodo-2-isopropyl-phenoxy)-pyrimidine-2,4-diamine